2-amino-2-(2-fluoro-5-(trifluoromethoxy)phenyl)-6-hydroxycyclohexane-1-one NC1(C(C(CCC1)O)=O)C1=C(C=CC(=C1)OC(F)(F)F)F